ethyl 1-(4-chloro-2-fluorobenzyl)-1H-pyrazole-4-carboxylate ClC1=CC(=C(CN2N=CC(=C2)C(=O)OCC)C=C1)F